[N].N1=C(C=CC=C1C)C lutidine nitrogen